CN(C(=O)C1=CC=2N=C(N=C(C2O1)N1CCOCC1)N/N=C/C=1C=C(C=CC1)C)C N,N-dimethyl-4-morpholino-2-[(2E)-2-(m-tolylmethylene)hydrazino]furo[3,2-d]pyrimidine-6-carboxamide